CC=1C(=NC(=NC1)NC1=CC=NN1C)C=1N=C(OC1)C(=O)NCC=1SC=CN1 4-(5-methyl-2-((1-methyl-1H-pyrazol-5-yl)amino)pyrimidin-4-yl)-N-(thiazol-2-ylmethyl)oxazole-2-carboxamide